2-(5-fluoro-2-(tetrahydrofuran-3-yl)phenyl)acetic acid methyl ester COC(CC1=C(C=CC(=C1)F)C1COCC1)=O